codeine oxide C1=CC(OC)=C2C=3[C@@]45[C@@H](O2)[C@@H](O)C=C[C@H]4[C@@H](CC13)[N+](C)(CC5)[O-]